2-(Butylthiocarbonothioylthio)Propionic Acid C(CCC)SC(=S)SC(C(=O)O)C